5-(piperidin-1-yl)-1-naphthalonitrile N1(CCCCC1)C1=C2C=CC=C(C2=CC=C1)C#N